butane-2,3-diyl dicarbamate C(N)(OC(C)C(C)OC(N)=O)=O